8-methyl-7-(methylsulfonyl)-5,6,7,8-tetrahydroimidazo[1,5-a]pyrazine CC1C=2N(CCN1S(=O)(=O)C)C=NC2